6-hydroxy-N,N-dimethyl-3,4-dihydro-2,7-naphthyridine-2(1H)-carboxamide OC=1C=C2CCN(CC2=CN1)C(=O)N(C)C